C(=C)(C)C1=C(C=CC=C1)C(=C)C di-isopropenyl-benzene